C(C)OC(=O)C=1NC=C(C1)Br 4-bromopyrrole-2-carboxylic acid ethyl ester